(1r,3r)-3-(3,3-difluoropyrrolidin-1-yl)cyclobutyl ((7-chloro-2-(2,6-dioxopiperidin-3-yl)-4-fluoro-3-oxoisoindolin-5-yl)methyl)carbamate ClC=1C=C(C(=C2C(N(CC12)[C@H]1C(NC(CC1)=O)=O)=O)F)CNC(OC1CC(C1)N1CC(CC1)(F)F)=O